FC(C1=CC2=C(N=C(S2)NNC(=O)N=N)C=C1)(F)F (6-(Trifluoromethyl)benzo[d]thiazol-2-yl)carbazone